ClC1=C(C=C2C(C(=CN(C2=C1)C1CC1)CN([C@@H]1CN(CCC1)C=1C(=NC=CC1)C(=O)O)CC1=CC(=NC=C1)C)=O)F [(3S)-3-{[(7-Chloro-1-cyclopropyl-6-fluoro-4-oxo-1,4-dihydroquinolin-3-yl)methyl][(2-methylpyridin-4-yl)methyl]amino}piperidin-1-yl]pyridine-2-carboxylic acid